CN(CCCC(=O)N)C 4-(dimethylamino)butyramide